C1(=CC=CC=C1)P(=O)(C1=CC=CC=C1)F diphenylphosphinic fluoride